1-(2-hydroxyethyl)-4-methyl-N-(2-methyl-4-(6-(trifluoromethyl)-quinazolin-2-yl)phenyl)-1H-pyrazole-5-sulfonamide OCCN1N=CC(=C1S(=O)(=O)NC1=C(C=C(C=C1)C1=NC2=CC=C(C=C2C=N1)C(F)(F)F)C)C